CC1=C(C=NC(=C1)C)S(=O)(=O)N 4,6-dimethylpyridine-3-sulfonamide